N-(2,6-diisopropylphenyl)maleimide 2,6-dichloro-3,5-difluoro-4-methylbenzyl-2,2,3,3-tetramethylcyclopropanecarboxylate ClC1=C(COC(=O)C2C(C2(C)C)(C)C)C(=C(C(=C1F)C)F)Cl.C(C)(C)C1=C(C(=CC=C1)C(C)C)N1C(C=CC1=O)=O